tri-n-octyltellurium C(CCCCCCC)[Te](CCCCCCCC)CCCCCCCC